3-acetamido-4-methyl-N-[3-(4-methyl-1H-imidazol-1-yl)-5-trifluoromethylphenyl]benzamide C(C)(=O)NC=1C=C(C(=O)NC2=CC(=CC(=C2)C(F)(F)F)N2C=NC(=C2)C)C=CC1C